6-((1R,5S,6r)-6-(((3,5-difluoropyridin-2-yl)oxy)methyl)-3-azabicyclo[3.1.0]hexan-3-yl)-1-(oxetan-3-yl)-1H-pyrazolo[3,4-b]pyrazine FC=1C(=NC=C(C1)F)OCC1[C@H]2CN(C[C@@H]12)C1=CN=C2C(=N1)N(N=C2)C2COC2